ClC1=C2C=C(NC2=CC=C1)C(=O)N[C@H](C(=O)N[C@@H](C[C@H]1C(NCC1)=O)C#N)CC(C)C 4-chloro-N-[(2S)-1-({(1S)-1-cyano-2-[(3S)-2-oxopyrrolidin-3-yl]ethyl}amino)-4-methyl-1-oxopentan-2-yl]-1H-indole-2-carboxamide